ClC1=C(C(=C(N=N1)C1=C(C(=CC2=C1N=C(S2)N)F)F)C)C (6-chloro-4,5-dimethyl-pyridazin-3-yl)-5,6-difluoro-1,3-benzothiazol-2-amine